4-Amino-1-(4-(difluoromethoxy)phenyl)-2-oxo-7-(trifluoromethyl)-1,2-dihydroquinoline-3-carboxylic acid methyl ester COC(=O)C=1C(N(C2=CC(=CC=C2C1N)C(F)(F)F)C1=CC=C(C=C1)OC(F)F)=O